N-(4-(2,6-dimethylmorpholino)-2-methylphenyl)-1-methyl-1H-benzo[d]imidazol-5-amine CC1OC(CN(C1)C1=CC(=C(C=C1)NC1=CC2=C(N(C=N2)C)C=C1)C)C